4-nitro-1-{3-[(triphenylmethyl)sulfanyl]propyl}-1H-pyrazole [N+](=O)([O-])C=1C=NN(C1)CCCSC(C1=CC=CC=C1)(C1=CC=CC=C1)C1=CC=CC=C1